1-(2-(3,8-diazabicyclo[3.2.1]octan-3-yl)-7-(thiazol-2-yl)benzo[d]oxazol-5-yl)-2,2-difluoroethan-1-ol C12CN(CC(CC1)N2)C=2OC1=C(N2)C=C(C=C1C=1SC=CN1)C(C(F)F)O